[W].[V].[B] boron-vanadium-tungsten